(2S)-1-[7-[3-(2-amino-2-oxo-ethyl)azetidin-1-yl]-2-(2-chlorophenyl)-3-(4-chlorophenyl)pyrazolo[1,5-a]pyrimidin-5-yl]pyrrolidine-2-carboxamide NC(CC1CN(C1)C1=CC(=NC=2N1N=C(C2C2=CC=C(C=C2)Cl)C2=C(C=CC=C2)Cl)N2[C@@H](CCC2)C(=O)N)=O